O=C1N(C=NN1)CC(=O)OCC ethyl 2-(5-oxo-4,5-dihydro-1H-1,2,4-triazol-4-yl)acetate